C1(CC1)CN(C1C[C@H]2CC[C@@H](C1)N2)C (1R,3R,5S)-N-(cyclopropylmethyl)-N-methyl-8-azabicyclo[3.2.1]octan-3-amine